6-[2-(3,4-difluoro-2-methoxy-phenoxy)-5-fluoro-4-(trifluoromethyl)phenyl]-2,5-dimethyl-4-oxo-1H-pyridine-3-carboxylic acid methyl ester COC(=O)C1=C(NC(=C(C1=O)C)C1=C(C=C(C(=C1)F)C(F)(F)F)OC1=C(C(=C(C=C1)F)F)OC)C